[Mn](=O)([O-])[O-].[Fe+2].[Li+].OC[C@]1(N2[C@H](C[C@@H](C1=O)CC2)CC(C)C)COC (1R,2S,4S,6S)-2-(hydroxymethyl)-6-isobutyl-2-(methoxymethyl)quinuclidin-3-one lithium iron manganite